Cl.CC1=NN(C(=C1)C)C1=C(C=CC(=C1)OC)B(O)O [2-(3,5-DIMETHYL-1H-PYRAZOL-1-YL)-4-METHOXYPHENYL]BORONIC ACID HYDROCHLORIDE